1-(2-chlorophenyl)-4-((cyclopropyl-methyl)amino)-7-(trifluoromethyl)-pyrido[2,3-d]pyrimidin-2(1H)-one ClC1=C(C=CC=C1)N1C(N=C(C2=C1N=C(C=C2)C(F)(F)F)NCC2CC2)=O